COC(=O)N1C=NC2=C1C=C(C(=C2)C2=C(C=C(C=C2C)C)C)C2=C(C=C(C=C2C)C)C 5,6-bis(2,4,6-trimethylphenyl)-1H-benzimidazole-1-carboxylic acid methyl ester